OC(CCCCCCCCCCC(=O)O)CC=CCC 12-hydroxy-heptadec-14-enoic acid